C1(=CC=CC=C1)CCS(=O)(=O)OC1=CC=C(C=C1)NC(=O)NC1=CC=C(C=C1)OS(=O)(=O)CCC1=CC=CC=C1 N,N'-di-[4-(phenylethanesulfonyloxy)phenyl]urea